[N-]=[N+]=[N-].P phosphine azide